[Ag+].C(C)C(C(=O)[O-])CCCC.[B+3].C(C)C(C(=O)[O-])CCCC.C(C)C(C(=O)[O-])CCCC.C(C)C(C(=O)[O-])CCCC boron 2-ethylhexanoate silver